[5-(difluoromethyl)-1-methylpyrazol-4-yl]-[(7S)-2,7-dimethyl-3-(3,4,5-trifluorophenyl)-5,7-dihydro-4H-pyrazolo[3,4-c]pyridin-6-yl]methanone FC(C1=C(C=NN1C)C(=O)N1[C@H](C=2C(CC1)=C(N(N2)C)C2=CC(=C(C(=C2)F)F)F)C)F